beta-D-cellobiose C([C@@H]1[C@H]([C@@H]([C@H]([C@H](O1)O[C@@H]2[C@H](O[C@H]([C@@H]([C@H]2O)O)O)CO)O)O)O)O